C1NC[C@@H]2[C@H]1CC[C@@H]2N2C(=NC1=C3CC[C@@H](NC3=CC=C12)C)CC1=CC=CC=C1 (7S)-3-[(3aS,4S,6aR)-Octahydrocyclopenta[c]pyrrol-4-yl]-2-benzyl-7-methyl-3H,6H,7H,8H,9H-imidazo[4,5-f]chinolin